1-(6-((4-(3-((3-amino-5-(4-amino-4-methylpiperidin-1-yl)pyrazin-2-yl)thio)-2-chlorophenyl)piperazin-1-yl)methyl)pyridin-3-yl)dihydropyrimidine-2,4(1H,3H)-dione NC=1C(=NC=C(N1)N1CCC(CC1)(C)N)SC=1C(=C(C=CC1)N1CCN(CC1)CC1=CC=C(C=N1)N1C(NC(CC1)=O)=O)Cl